(Z)-4-Bromo-5-(but-1-en-1-yl)-6-chloro-1-(tetrahydro-2H-pyran-2-yl)-1H-indazole BrC1=C2C=NN(C2=CC(=C1\C=C/CC)Cl)C1OCCCC1